(R)-6-(4-((4-(1H-pyrazol-4-yl)phenyl)-amino)-pyrimidin-2-yl)-N-(1-(pyridin-4-yl)ethyl)-1H-indole-2-carboxamide N1N=CC(=C1)C1=CC=C(C=C1)NC1=NC(=NC=C1)C1=CC=C2C=C(NC2=C1)C(=O)N[C@H](C)C1=CC=NC=C1